(1R,3S)-3-(5-(benzyloxycarbonylamino)-1-tert-butyl-1H-pyrazol-3-yl)cyclopentyl 2-methylpyrazolidine-1-carboxylate CN1N(CCC1)C(=O)O[C@H]1C[C@H](CC1)C1=NN(C(=C1)NC(=O)OCC1=CC=CC=C1)C(C)(C)C